C6-bromo-1-(2,6-dimethoxyphenyl)-2-(6-ethoxypyridin-2-yl)-1H-imidazo[4,5-b]pyrazine BrC1=CN=C2C(=N1)N(C(=N2)C2=NC(=CC=C2)OCC)C2=C(C=CC=C2OC)OC